(Z)-5-(3,5-Dibromo-4-hydroxybenzylidene)-1-(4-methoxyphenyl)pyrimidine-2,4,6(1H,3H,5H)-trione BrC=1C=C(\C=C/2\C(NC(N(C2=O)C2=CC=C(C=C2)OC)=O)=O)C=C(C1O)Br